C(C)(C)(C)OC(=O)NC1CC(C(C1)C(=O)O)C(NC(C1=CC=C(C=C1)C(C)C)C1=CC=CC=C1)=O 4-{[(tert-butoxy)carbonyl]amino}-2-({phenyl[4-(propan-2-yl)phenyl]methyl}carbamoyl)cyclopentane-1-carboxylic acid